COC=1C=C(C=C(C1OC)OC)CN (3,4,5-trimethoxyphenyl)methylamine